7-((1-((2-methylthiazol-5-yl)methyl)piperidin-4-yl)oxy)thieno[3,2-b]pyridine CC=1SC(=CN1)CN1CCC(CC1)OC1=C2C(=NC=C1)C=CS2